ClC=1C(=C2C=NNC2=CC1C)C1CCC2=C(NC(NC2=O)=S)O1 7-(5-chloro-6-methyl-1H-indazol-4-yl)-2-thioxo-1,2,3,5,6,7-hexahydro-4H-pyrano[2,3-d]pyrimidin-4-one